ClC1=CC(=C(COC2=CC=CC(=N2)N[C@H]2CN(CC2)CC2=NC=3C(=NC(=CC3)C(=O)O)N2C[C@H]2OCC2)C=C1)F 2-(((R)-3-((6-((4-chloro-2-fluorobenzyl)oxy)pyridin-2-yl)amino)pyrrolidin-1-yl)methyl)-3-(((S)-oxetan-2-yl)methyl)-3H-imidazo[4,5-b]pyridine-5-carboxylic acid